(2R,3R)-Ethyl-4,4,4-trifluoro-3-((4-methoxyphenyl)amino)-2-methylbutanoate C(C)OC([C@@H]([C@H](C(F)(F)F)NC1=CC=C(C=C1)OC)C)=O